4-(7-(1H-pyrazol-3-yl)imidazo[5,1-b]thiazol-5-yl)benzonitrile N1N=C(C=C1)C=1N=C(N2C1SC=C2)C2=CC=C(C#N)C=C2